5-(3,6-Dihydro-2H-pyran-4-yl)-N-[3-fluoro-4-[[6-methoxy-7-(2-methoxyethoxy)-1,5-naphthyridin-4-yl]oxy]phenyl]-1,2,6-trimethyl-4-oxopyridine-3-carboxamide O1CCC(=CC1)C=1C(C(=C(N(C1C)C)C)C(=O)NC1=CC(=C(C=C1)OC1=CC=NC2=CC(=C(N=C12)OC)OCCOC)F)=O